NC1=C(C=O)C=CC(=C1)Br 2-AMINO-4-BROMOBENZALDEHYDE